C(=O)C=1C(=CC2=C(OCO2)C1)C=1C=C2C(=NN(C2=CC1)C1OCCCC1)C(=O)NC1=CC=NC=C1 5-(6-formylbenzo[d][1,3]dioxol-5-yl)-N-(pyridin-4-yl)-1-(tetrahydro-2H-pyran-2-yl)-1H-indazole-3-carboxamide